((8-methyl-3,8-diazabicyclo[3.2.1]octan-3-yl)methyl)-5-(2,2,2-trifluoroethyl)-5H-pyrido[4',3':4,5]pyrrolo[3,2-d]pyrimidine CN1C2CN(CC1CC2)CC=2N=CC1=C(N2)C2=C(N1CC(F)(F)F)C=NC=C2